methyl 3-(2-((tert-butoxycarbonyl) imino)-4,4-diethyl-6-oxotetrahydropyrimidin-1(2H)-yl)-2-(methoxymethyl)-2-methyl-2,3-dihydrobenzofuran-5-carboxylate C(C)(C)(C)OC(=O)N=C1N(C(CC(N1)(CC)CC)=O)C1C(OC2=C1C=C(C=C2)C(=O)OC)(C)COC